1-(1,1,3,3-tetramethylbutyl)imidazolium 2-ethylhexanoate C(C)C(C(=O)[O-])CCCC.CC(CC(C)(C)C)(C)N1C=[NH+]C=C1